(4-((8-Methoxy-3-(piperidin-4-yl)imidazo[1,5-a]pyrazin-1-yl)amino)phenyl)(morpholino)methanone COC=1C=2N(C=CN1)C(=NC2NC2=CC=C(C=C2)C(=O)N2CCOCC2)C2CCNCC2